(S)-2-(((1RS,4SR)-3,3-dimethyl-4-(4-(5,6,7,8-tetrahydro-1,8-naphthyridin-2-yl)butoxy)cyclopentyl)(methyl)amino)-2-((S)-4-methylchroman-5-yl)acetic acid CC1(C[C@H](C[C@@H]1OCCCCC1=NC=2NCCCC2C=C1)N([C@H](C(=O)O)C1=C2[C@H](CCOC2=CC=C1)C)C)C |&1:3,5|